C(C)OC(CC(C1=C(C2=C(N(N=N2)C)C(=C1)OC)C)C=1C=C(C2=C(C=CS2)C1)CO)=O 3-[7-(Hydroxymethyl)-1-benzothien-5-yl]-3-(7-methoxy-1,4-dimethyl-1H-benzotriazol-5-yl)propionic acid ethyl ester